BrC=1N(N=C2C1CN(CC2)C2=NC=C(C=C2Cl)C(F)(F)F)C2=C(C=CC=C2CC)CC 3-bromo-2-(2,6-diethylphenyl)-5-[3-chloro-5-(trifluoromethyl)-2-pyridinyl]-6,7-dihydro-4H-pyrazolo[4,3-c]Pyridine